C(C)(C)OC(N[C@@H]1CC[C@H](CC1)C=1SC(=CN1)C1=C(C=C(C=C1)N1CCC(CC1)O)S(NCC)(=O)=O)=O Trans-N-[4-[5-[2-(ethylsulfamoyl)-4-[4-hydroxypiperidin-1-yl]phenyl]thiazol-2-yl]cyclohexyl]carbamic acid isopropyl ester